α-propylacrylic acid C(CC)C(C(=O)O)=C